C(C)(=O)C=1C=C(N(C1)CC(=O)N1[C@@H](C[C@H](C1)F)C(=O)NC1=NC(=CC=C1)Br)C(=O)N1CC(CC1)(F)F (2S,4R)-1-(2-(4-acetyl-2-(3,3-difluoropyrrolidine-1-carbonyl)-1H-pyrrol-1-yl)acetyl)-N-(6-bromopyridin-2-yl)-4-fluoropyrrolidine-2-carboxamide